C(C1=CC=CC=C1)OC1=C(C=O)C=C(C=C1C=O)OCC1=CC=CC=C1 2,5-bis(benzyloxy)-isophthalaldehyde